N-(5-cyclopropyl-1H-pyrazol-3-yl)-2-[1-(2-methyl-1,3-thiazol-5-yl)-1H-pyrazol-3-yl]acetamide C1(CC1)C1=CC(=NN1)NC(CC1=NN(C=C1)C1=CN=C(S1)C)=O